C(C=C)(=O)N1[C@H](CN(CC1)C1=NC(=NC=2C[C@@H](CCC12)N1CCCC2=CC=C(C=C12)O)OC[C@H]1N(CCC1)C(C)C)CC#N 2-((S)-1-Acryloyl-4-((R)-7-(7-hydroxy-3,4-dihydroquinolin-1(2H)-yl)-2-(((S)-1-isopropylpyrrolidin-2-yl)methoxy)-5,6,7,8-tetrahydroquinazolin-4-yl)piperazin-2-yl)acetonitrile